NCCO[P@](=O)(OC1=C(C=C(C(=C1)NC(=O)C1=CNC2=CC=CC=C2C1=O)C(C)(C)C)C(C)(C)C)N[C@@H](C)C(=O)OC(C)C Isopropyl ((S)-(2-aminoethoxy)(2,4-di-tert-butyl-5-(4-oxo-1,4-dihydroquinoline-3-carboxamido)phenoxy)phosphoryl)-L-alaninate